CC=1C=NC(=NC1)N1CCN(CC1)C(CCCCN1N=C2C(=CC=CC2=C1)C(=O)N)=O 2-(5-(4-(5-Methylpyrimidin-2-yl)piperazin-1-yl)-5-oxopentyl)-2H-indazole-7-carboxamide